N1CC[C@@H](CCC1)CNC1=NN(C(=C1)C1=CC(=C(C#N)C=C1)F)C1=CC=C(C=C1)N1CCS(CC1)(=O)=O (R)-4-(3-((azepan-4-ylmethyl)amino)-1-(4-(1,1-dioxidothiomorpholino)-phenyl)-1H-pyrazol-5-yl)-2-fluorobenzonitrile